NC=1C2=C(N=CN1)N(C=C2C=2SC1=C(C2)C=C(C=C1OC)C)C1CN(CC1)C(\C=C\C)=O (E)-1-(3-(4-amino-5-(7-methoxy-5-methylbenzothien-2-yl)-7H-pyrrolo[2,3-d]pyrimidin-7-yl)pyrrolidin-1-yl)but-2-en-1-one